(S)-4,4-dimethyl-5-oxopyrrolidine-1,2-dicarboxylic acid 1-tert-butyl 2-methyl ester COC(=O)[C@H]1N(C(C(C1)(C)C)=O)C(=O)OC(C)(C)C